CN(CCCCC1OC(C2=CC=CC=C12)=O)C 3-(4-(dimethylamino)butyl)isobenzofuran-1(3H)-one